C1(CC1)S(=O)(=O)N1N=CC(=C1)C1=NC=CC(=N1)NC1=NC=C(C(=C1)N1CCC(CC1)=O)C#CC1=NN(C=C1)C (2-((2-(1-(cyclopropylsulfonyl)-1H-pyrazol-4-yl)pyrimidin-4-yl)amino)-5-((1-methyl-1H-pyrazol-3-yl)ethynyl)pyridin-4-yl)piperidin-4-one